ClC=1C(=NC(=NC1)NC1CCOCC1)C1=CC=C2CN(C(C2=C1)=O)CC(=O)N[C@](CO)(C)C1=CC=CC=C1 2-(6-{5-chloro-2-[(oxan-4-yl)amino]pyrimidin-4-yl}-1-oxo-2,3-dihydro-1H-isoindol-2-yl)-N-[(2R)-1-hydroxy-2-phenylpropan-2-yl]acetamide